4-Aminobenzoic acid (4-aminophenyl) ester NC1=CC=C(C=C1)OC(C1=CC=C(C=C1)N)=O